(2S,3R,4S,5R)-4-[[3-[4-(difluoromethyl)-3-fluoro-2-methoxy-phenyl]-4,5-dimethyl-5-(trifluoromethyl)tetrahydrofuran-2-carbonyl]amino]pyridine-2-carboxamide FC(C1=C(C(=C(C=C1)[C@@H]1[C@H](O[C@]([C@H]1C)(C(F)(F)F)C)C(=O)NC1=CC(=NC=C1)C(=O)N)OC)F)F